CC1=NC(=NN1C1=CC=C(C(=C1CNC(=O)C=1C(=NN(C1)CC1=CC=C2CCN(CC2=C1)C)COC)F)OC)C N-{[6-(dimethyl-1,2,4-triazol-1-yl)-2-fluoro-3-methoxyphenyl]methyl}-3-(methoxymethyl)-1-[(2-methyl-3,4-dihydro-1H-isoquinolin-7-yl)methyl]pyrazole-4-carboxamide